1-(3-bromophenyl)-2-((2,4-dimethylbenzyl)methylamino)ethanol BrC=1C=C(C=CC1)C(CN(C)CC1=C(C=C(C=C1)C)C)O